1-(4-(2,2-dimethoxyethoxy)phenyl)dihydropyrimidine-2,4(1H,3H)-dione COC(COC1=CC=C(C=C1)N1C(NC(CC1)=O)=O)OC